3-(2-cyanopropan-2-yl)-N-(4-methyl-3-(2-(methylamino)-8,9-dihydroimidazo[1',2':1,6]pyrido[2,3-d]pyrimidin-6-yl)phenyl)benzamide C(#N)C(C)(C)C=1C=C(C(=O)NC2=CC(=C(C=C2)C)C2=CC3=C(N=C(N=C3)NC)N3C2=NCC3)C=CC1